F[C@H]1CN(CC[C@H]1NC1=CC=CC=2N1N=C(C2CC(F)(F)F)C#CCC2(CC2)C(=O)N)C 3-(7-{[(3S,4R)-3-fluoro-1-methylpiperidin-4-yl]amino}-3-(2,2,2-trifluoroethyl)pyrazolo[1,5-a]pyridin-2-yl)prop-2-yn-1-ylcyclopropane-1-carboxamide